N(C(=O)NC1=CC=C(C=C1)CC1=CC=C(C=C1)N=C=O)C1=CC=C(C=C1)CC1=CC=C(C=C1)N=C=O Ureylenbis(p-phenylenmethylene-p-phenylen)diisocyanat